(S)-(3-aminopyrrolidin-1-yl)(3-bromo-5-(4-(1-(tetrahydro-2H-pyran-4-yl)piperidin-4-yl)phenyl)thiophen-2-yl)methanone N[C@@H]1CN(CC1)C(=O)C=1SC(=CC1Br)C1=CC=C(C=C1)C1CCN(CC1)C1CCOCC1